tert-butyl-diphenylsilicon C(C)(C)(C)[Si](C1=CC=CC=C1)C1=CC=CC=C1